(S)-4-(4-((4-(2-(hydroxymethyl)pyrrolidin-1-yl)pyrrolo[2,1-f][1,2,4]triazin-2-yl)amino)-1H-imidazol-1-yl)-2-methoxybenzonitrile OC[C@H]1N(CCC1)C1=NC(=NN2C1=CC=C2)NC=2N=CN(C2)C2=CC(=C(C#N)C=C2)OC